(2R)-1-(2-Hydroxypropyl)pseudouridine O[C@@H](CN1C=C([C@H]2[C@H](O)[C@H](O)[C@@H](CO)O2)C(NC1=O)=O)C